C(C)(C)(C)N=NC1(CCCCC1)C#N 1-(tert-Butylazo)cyclohexan-carbonitril